OC1CC(C1)CCC#N 3-(3-hydroxycyclobutyl)propanenitrile